Cl.FC1=C(C=CC=C1C[C@H]1[C@]2(COCC(N2)=O)CCCN1)C1=C(C=CC=C1)OCCO |o1:9,10| Rel-(6S,7S)-7-{[2-fluoro-2'-(2-hydroxyethoxy)-[1,1'-biphenyl]-3-yl]methyl}-4-oxa-1,8-diazaspiro[5.5]undecan-2-one hydrochloride